dimethyl-Phosphine oxide trifluoroacetate FC(C(=O)O)(F)F.CP(C)=O